NC1N=C(C2=CC=CC=C12)N 1-amino-1H-isoindol-3-amine